N(CCCN(CCC(=O)OCCCCCCCCCCCCC)CCC(=O)OCCCCCCCCCCCCC)CCCN(CCC(=O)OCCCCCCCCCCCCC)CCC(=O)OCCCCCCCCCCCCC tetratridecyl 3,3',3'',3'''-((azanediylbis(propane-3,1-diyl))bis(azanetriyl))tetrapropionate